C(C=C)(=O)NC1=C(C=CC=C1)C=1C=C2[C@@H](C3(N(C(C2=CC1)=O)CC1=CC(=C(C=C1)C(F)(F)F)F)CCCC3)C(=O)O (S)-6'-(2-acrylamidophenyl)-2'-(3-fluoro-4-(trifluoromethyl)benzyl)-1'-oxo-1',4'-dihydro-2'H-spiro[cyclopentane-1,3'-isoquinoline]-4'-carboxylic acid